methyl 5-(4-(bromomethyl) piperidin-1-yl)-5-oxopentanoate BrCC1CCN(CC1)C(CCCC(=O)OC)=O